tert-Butyl 3,3-bis({[(Z)-octadec-9-en-1-yl]thio}methyl)azetidine-1-carboxylate C(CCCCCCC\C=C/CCCCCCCC)SCC1(CN(C1)C(=O)OC(C)(C)C)CSCCCCCCCC\C=C/CCCCCCCC